CC1=CC=CC2=CC3=C(C=CC=C3C(=C12)OC(=O)C1C(C2C=CC1C2)C(=O)O)C 1,5-dimethyl-9-[2-carboxy(3,6-methano-4-cyclohexenyl)]carbonyloxyanthracene